3-methylene-5-(naphthalen-2-yl)dihydrofuran-2(3H)-one C=C1C(OC(C1)C1=CC2=CC=CC=C2C=C1)=O